C(C)(C)(C)OC(NCCN1CCC2(CCOC2)CC1)=O tert-butyl-2-(2-oxa-8-azaspiro[4.5]decan-8-yl)ethylcarbamate